propylazepane C(CC)N1CCCCCC1